C(C)(C)(C)OC(=O)N1C(COCC1)C=1C=C(C=C2CCN(CC12)C(C)=O)Cl 3-(2-acetyl-6-Chloro-1,2,3,4-tetrahydroisoquinolin-8-yl)morpholine-4-carboxylic acid tert-butyl ester